C(#N)C1=CC(=C(OCC2=CC=CC(=N2)NC2CCN(CC2)CC2=NC3=C(N2C[C@H]2OCC2)C=C(C=C3)C(=O)OC)C=C1)F methyl (S)-2-((4-((6-((4-cyano-2-fluorophenoxy)methyl)pyridin-2-yl)amino)piperidin-1-yl)methyl)-1-(oxetan-2-ylmethyl)-1H-benzo[d]imidazole-6-carboxylate